Thulium-aluminum [Al].[Tm]